6-(3-amino-3-methyl-8-azabicyclo[3.2.1]oct-8-yl)-3-(3,4-dichloro-2-methyl-2H-indazol-5-yl)-1H-pyrazolo[3,4-d]pyrimidine-4-carbonitrile NC1(CC2CCC(C1)N2C2=NC(=C1C(=N2)NN=C1C1=C(C2=C(N(N=C2C=C1)C)Cl)Cl)C#N)C